5-azido-1-bromo-6,7,8,9-tetrahydro-5H-benzo[7]annulene N(=[N+]=[N-])C1CCCCC2=C1C=CC=C2Br